C(OOOOC(OCC(CCCC)CC)=O)(OCC(CCCC)CC)=O peroxy bis(2-ethylhexyl) dicarbonate